4-((2,6-difluoro-4-(4-methyl-1H-1,2,3-triazol-1-yl)benzyl)oxy)phenyl sulfurofluoridate S(OC1=CC=C(C=C1)OCC1=C(C=C(C=C1F)N1N=NC(=C1)C)F)(=O)(=O)F